N-(trans-4-((4-(5-(methane-sulfonyl)pyridin-3-yl)-5-(trifluoromethyl)pyrimidin-2-yl)amino)cyclohexyl)-3-methyl-N-(5-(1-methyl-1H-pyrazol-4-yl)pyrazin-2-yl)butanamide CS(=O)(=O)C=1C=C(C=NC1)C1=NC(=NC=C1C(F)(F)F)N[C@@H]1CC[C@H](CC1)N(C(CC(C)C)=O)C1=NC=C(N=C1)C=1C=NN(C1)C